2-methyl-4,5-dichloroacetophenone CC1=CC(=C(C=C1C(=O)C)Cl)Cl